ClC1=CC=C(C=C1)C(C)(C)N1C[C@](CC1)(CCC1=CC=C(C=C1)S(=O)(=O)C)[C@@H](C)O |o1:27| (R or S)-1-((R)-1-(2-(4-chlorophenyl)propan-2-yl)-3-(4-(methylsulfonyl)phenethyl)pyrrolidin-3-yl)ethan-1-ol